ethyl-hexyl-lactic acid C(C)CC(C(=O)O)(O)CCCCCC